(R)-N-(3-(1-((6-Amino-[3,3-bipyridin]-5-yl)oxy)ethyl)phenyl)-3,4-dimethylbenzamid NC1=C(C=C(C=N1)C=1C=NC=CC1)O[C@H](C)C=1C=C(C=CC1)NC(C1=CC(=C(C=C1)C)C)=O